CCCCCCCCCCCCCCCCCCCCCCCCCCCC octacosan